OC1=CC=C(C=C1)C(CCC(C)C)=O 1-(4-hydroxyphenyl)-4-methylpentan-1-one